C1(=CC(=C(C=C1)C(=O)OC1CC(NC(C1)(C)C)(C)C)C(=O)OC1CC(NC(C1)(C)C)(C)C)C(=O)OC1CC(NC(C1)(C)C)(C)C tris(2,2,6,6-tetramethyl-4-piperidyl) benzene-1,3,4-tricarboxylate